C(C)(C)(C)C1=C(C(=CC=C1)C(C)(C)C)N=CC=NC1=C(C=CC=C1C(C)(C)C)C(C)(C)C 1,2-bis(2,6-di-tert-butylphenyl-imino)ethane